P(=O)(OC(C)(C)C)(OC(C)(C)C)OCN1C(N(C2=C1C=CC=C2C(F)(F)F)C2CCN(CC2)C(CC=2C=C1C=CC=NC1=CC2)=O)=O di-tert-butyl ((2-oxo-3-(1-(2-(quinolin-6-yl) acetyl) piperidin-4-yl)-4-(trifluoromethyl)-2,3-dihydro-1H-benzo[d]imidazol-1-yl) methyl) phosphate